C(C1=CC=CC=C1)O/N=C\1/CC[Si](CCC1)(C)C (E)-N-benzyloxy-1,1-dimethyl-silacycloheptan-4-imine